FC(C1=C(OC=2CCC3=CN(N=C3C21)C[C@@H]2OCCOC2)C(=O)OCC)F Ethyl 8-(difluoromethyl)-2-{[(2S)-1,4-dioxan-2-yl] methyl}-4,5-dihydro-2H-furo[2,3-g]indazole-7-carboxylate